6-[4-(dimethylamino)-5,6-difluoro-8-(methylamino)-9H-pyrido[2,3-b]indol-3-yl]-4-oxo-1-pyrrolidin-3-yl-1,8-naphthyridine-3-carboxylic acid CN(C1=C(C=NC=2NC3=C(C=C(C(=C3C21)F)F)NC)C=2C=C1C(C(=CN(C1=NC2)C2CNCC2)C(=O)O)=O)C